2-iodo-4-(perfluoropropan-2-yl)-6-((trifluoromethyl)thio)aniline IC1=C(N)C(=CC(=C1)C(C(F)(F)F)(C(F)(F)F)F)SC(F)(F)F